NC1C(NC=2C(CC1)CC=CC2)=O 3-amino-3,4,5,6-tetrahydro-1H-1-benzazepin-2-one